(2,2-difluoroethoxy)pyridazine-3-carboxamide FC(COC1=C(N=NC=C1)C(=O)N)F